1-(3-((benzyl-oxy)methyl)cyclobutyl)-6-chloro-1H-pyrazolo[3,4-b]pyrazine C(C1=CC=CC=C1)OCC1CC(C1)N1N=CC=2C1=NC(=CN2)Cl